FC(C1=CC=C(C=C1)C#CC=CC=O)(F)F 3-{2-[4-(trifluoromethyl)phenyl]ethynyl}prop-2-en-1-one